3-(4-(azetidin-3-yl)-3-methyl-2-oxo-2,3-dihydro-1H-benzo[d]imidazol-1-yl)piperidine N1CC(C1)C1=CC=CC=2N(C(N(C21)C)=O)C2CNCCC2